3-(2,4-Dimethoxypyrimidin-5-yl)-5-methyl-7H-imidazo[4,5-c]pyridazin-6-one COC1=NC=C(C(=N1)OC)C1=CC2=C(N=N1)NC(N2C)=O